ClC1=C(C(=C(C#N)C(=C1)OC1(CC1)C(F)F)C1=C(C=NN1C)I)F 4-chloro-6-(1-(difluoromethyl)cyclopropyloxy)-3-fluoro-2-(4-iodo-1-methyl-1H-pyrazol-5-yl)benzonitrile